methyl 2-(3-chloro-4-(6-(1-methylcyclopropoxy)-9H-purin-8-yl)phenyl)acetate ClC=1C=C(C=CC1C=1NC2=NC=NC(=C2N1)OC1(CC1)C)CC(=O)OC